C(C)(C)(C)OC(=O)N1CCN(CC1)C1=NC(=CC(=C1)C=1C(=C(C=CC1)C1=CC(=C(C=C1)NC(C)=O)F)OC)NCCO 4-(4-(4'-acetamido-3'-fluoro-2-methoxy-[1,1'-biphenyl]-3-yl)-6-((2-hydroxyethyl)amino)pyridin-2-yl)piperazine-1-carboxylic acid tert-butyl ester